ClC=1C(=C(C=CC1F)N(C(=O)[C@H]1N(C(N(C1)C[C@@H]1CN(C(O1)=O)C)=O)C1=NC(=CC(=C1)C(F)(F)F)C)C)F |&1:17| (S)-N-(3-Chloro-2,4-difluorophenyl)-N-methyl-1-(((R/S)-3-methyl-2-oxooxazolidin-5-yl)methyl)-3-(6-methyl-4-(trifluoromethyl)pyridin-2-yl)-2-oxoimidazolidine-4-carboxamide